FC1=C(C(=CC=C1)F)C1=C(C=CC=C1)[C@]1([C@@H](C1)C(=O)N1[C@@H]([C@@H](C1)C)CNS(=O)(=O)C)F N-({(2S,3R)-1-[(1S,2S)-2-(2',6'-difluoro[1,1'-biphenyl]-2-yl)-2-fluorocyclopropane-1-carbonyl]-3-methylazetidin-2-yl}methyl)methanesulfonamide